FC(COC=1C(=NC(=NC1)NS(=O)(=O)C1=CNC(=C1)C=1SC=CN1)OC)F N-[5-(2,2-difluoroethoxy)-4-methoxy-pyrimidin-2-yl]-5-thiazol-2-yl-1H-pyrrole-3-sulfonamide